nitrogen Sulfonyl chloride S(=O)(=O)(Cl)Cl.[N]